FC1=CC(=NC=C1)C(=O)NC=1SC2=C(N1)C=CC(=C2)C(=O)O 2-(4-fluoropicolinamido)benzo[d]thiazole-6-carboxylic acid